6-((3-cyanophenyl)oxy)-2-(2-methyl[1,1'-biphenyl]-3-yl)-5-(((tetrahydro-2H-Pyran-4-yl)amino)methyl)isoindole-1,3-dione C(#N)C=1C=C(C=CC1)OC1=C(C=C2C(N(C(C2=C1)=O)C=1C(=C(C=CC1)C1=CC=CC=C1)C)=O)CNC1CCOCC1